FC1(OC2=C(O1)C=CC(=C2)C=2C=C1CCN=CC1=CC2)F 6-(2,2-Difluorobenzo[d][1,3]dioxolane-5-yl)-3,4-dihydroisoquinoline